6-bromo-3,3-dimethyl-1-methyl-2-oxoindoline-5-carboxylic acid methyl ester COC(=O)C=1C=C2C(C(N(C2=CC1Br)C)=O)(C)C